2-(3-(N,N-bis(4-methoxybenzyl)sulfamoyl)-5-cyclopropylphenyl)-acetic acid methyl ester COC(CC1=CC(=CC(=C1)C1CC1)S(N(CC1=CC=C(C=C1)OC)CC1=CC=C(C=C1)OC)(=O)=O)=O